4-[1-amino-2-[[1-methyl-4-(methylamino)pyrazolo[3,4-d]pyrimidin-6-yl]amino]ethyl]benzonitrile NC(CNC1=NC(=C2C(=N1)N(N=C2)C)NC)C2=CC=C(C#N)C=C2